C1(CC1)C1=NC=NC(=C1C1=NC=C(C(=N1)OCC=1C=NC(=C(C1)F)C=1N(C=C(N1)C(F)(F)F)C1CC1)OC)OC 2-(4-cyclopropyl-6-methoxy-pyrimidin-5-yl)-4-[[6-[1-cyclopropyl-4-(trifluoromethyl)imidazol-2-yl]-5-fluoro-3-pyridyl]methoxy]-5-methoxy-pyrimidine